19-((2-((4,5-Dimethylthiazol-2-yl)carbamoyl)phenyl)amino)-19-oxo-4,7,10,13,16-pentaoxanonadecanoic acid CC=1N=C(SC1C)NC(=O)C1=C(C=CC=C1)NC(CCOCCOCCOCCOCCOCCC(=O)O)=O